O1CC(CC1)OC1=NC=CC=C1C=1C=NN2C1N=C(C=C2)N2CCN(CC2)C(=O)O[C@@H]2CN(C(C2)=O)C [(3S)-1-methyl-5-oxo-pyrrolidin-3-yl] 4-[3-(2-tetrahydrofuran-3-yloxy-3-pyridyl)pyrazolo[1,5-a]pyrimidin-5-yl]piperazine-1-carboxylate